3-{5-[(3-chloro-2-fluorophenyl)sulfinyl]-2-methylpyridin-4-yl}-5-(2-chloro-4-methylbenzyl)-5,6-dihydro-4H-1,2,4-oxadiazine ClC=1C(=C(C=CC1)S(=O)C=1C(=CC(=NC1)C)C1=NOCC(N1)CC1=C(C=C(C=C1)C)Cl)F